3-amino-4-(2,5-difluorophenyl)picolinaldehyde NC=1C(=NC=CC1C1=C(C=CC(=C1)F)F)C=O